2-(4-tert-Butylphenyl)-4,5-difluoro-1H-benzo[d]imidazole C(C)(C)(C)C1=CC=C(C=C1)C1=NC2=C(N1)C=CC(=C2F)F